(2S)-1-((R) or (s)-2-(3-chlorobenzyl)piperidin-1-yl)-3-(4-(methylsulfonyl)phenoxy)propan ClC=1C=C(C[C@H]2N(CCCC2)CCCOC2=CC=C(C=C2)S(=O)(=O)C)C=CC1